O[C@H](CC(=O)O)CCCCCCCCC(=O)O (S)-3-hydroxydodecanedioic acid